[P@](O[C@@H]1[C@H](O[C@H](C1)N1C(NC(C(=C1)C)=O)=O)CO[Si](C)(C)C(C)(C)C)(O)(=S)SCCCCCCCCCCCC O-((2R,3S,5R)-2-(((tert-butyldimethylsilyl)oxy)methyl)-5-(5-methyl-2,4-dioxo-3,4-dihydropyrimidin-1(2H)-yl)tetrahydrofuran-3-yl) S-dodecyl O-hydrogen (R)-phosphorodithioate